OC1=NC(NC=C1[C@@]1(OCC[C@H]1OCCS)CO)=O (2r,3r,4r,5r)-4-hydroxy-5-(hydroxymethyl-3-(2-mercaptoethoxy)tetrahydrofuran-2-yl)pyrimidin-2(1H)-one